4-methylsulfonyl-N-prop-2-ynyl-2-methoxyaniline CS(=O)(=O)C1=CC(=C(NCC#C)C=C1)OC